O1CC(NCCC1)[C@H](CC)O (S)-1-(1,4-oxazepan-3-yl)propan-1-ol